2,4-diamino-1,5-benzenedithiol dihydrochloride Cl.Cl.NC1=C(C=C(C(=C1)N)S)S